C(C)C=1C(NC=2C=C(C=NC2C1)CN1CCN(CC1)C=1C=CC(=NC1)C(=O)N[C@@H]1CN(CC1)C)=O (S)-5-(4-((7-Ethyl-6-oxo-5,6-dihydro-1,5-naphthyridin-3-yl)methyl)piperazin-1-yl)-N-(1-Methylpyrrolidin-3-yl)pyridineamide